N-methyl-2-(4-(6-(2-(6-methylpyridin-2-yl)-1H-pyrrolo[2,3-b]pyridin-3-yl)quinolin-3-yl)-1H-pyrazol-1-yl)ethan-1-amine CNCCN1N=CC(=C1)C=1C=NC2=CC=C(C=C2C1)C1=C(NC2=NC=CC=C21)C2=NC(=CC=C2)C